imidazolyl-monoacrylic acid N1C(=NC=C1)C=CC(=O)O